3-[5-fluoro-2-[4-[(3S)-3-(5-methylpyridin-3-yl)-1,2-oxazolidine-2-carbonyl]piperidin-1-yl]pyrimidin-4-yl]-1,3-oxazolidin-2-one FC=1C(=NC(=NC1)N1CCC(CC1)C(=O)N1OCC[C@H]1C=1C=NC=C(C1)C)N1C(OCC1)=O